4-Chloro-7-(cyclopropylmethyl)-5-iodo-7H-pyrrolo[2,3-d]pyrimidine ClC=1C2=C(N=CN1)N(C=C2I)CC2CC2